N-({4-[(2-cyanoethyl)amino]-3-nitrophenyl}sulfonyl)-2-(1H-pyrrolo[2,3-b]pyridin-5-yloxy)benzamide C(#N)CCNC1=C(C=C(C=C1)S(=O)(=O)NC(C1=C(C=CC=C1)OC=1C=C2C(=NC1)NC=C2)=O)[N+](=O)[O-]